2-(5-cyclopropyl-3-methylisoxazol-4-yl)acetic acid methyl ester COC(CC=1C(=NOC1C1CC1)C)=O